[4-[3-(3-chlorophenyl)-1H-pyrazolo[3,4-b]pyridin-4-yl]phenyl]methanol ClC=1C=C(C=CC1)C1=NNC2=NC=CC(=C21)C2=CC=C(C=C2)CO